C(C)(C)(C)[Si](O[C@H]1[C@H](O[C@H]([C@H](C1)O[Si](C)(C)C(C)(C)C)[C@@H](C)CC(C[C@@H]([C@@H](\C=C\I)OCC1=CC=C(C=C1)OC)C)=O)CNC(OCC=C)=O)(C)C allyl (((2R,3R,5S,6S)-3,5-bis((tertbutyldimethylsilyl)oxy)-6-((2S,6S,7S,E)-9-iodo-7-((4-methoxybenzyl)oxy)-6-methyl-4-oxonon-8-en-2-yl)tetrahydro-2H-pyran-2-yl)methyl)carbamate